NC=1C=CC(=C(C1)N1C(CC1)C#N)Cl 1-(5-amino-2-chlorophenyl)azetidine-2-carbonitrile